N1=CC(=C2N1C=CN=C2)C(=O)N2CC1=C(CC2)C(=CS1)C(=O)NC1=NOC(=C1)C(C(F)(F)F)(C)C 6-(pyrazolo[1,5-a]pyrazine-3-carbonyl)-N-[5-(2,2,2-trifluoro-1,1-dimethyl-ethyl)isoxazol-3-yl]-5,7-dihydro-4H-thieno[2,3-c]pyridine-3-carboxamide